(4aR,7aS)-4-(4-phenylpyrimidin-2-yl)hexahydropyrrolo[3,4-b][1,4]Oxazine-6(2H)-carbonitrile C1(=CC=CC=C1)C1=NC(=NC=C1)N1[C@H]2[C@@H](OCC1)CN(C2)C#N